[(3R)-3-(4H-1,2,4-triazol-3-yl)pyrrolidin-1-yl]methanone N=1N=C(NC1)[C@H]1CN(CC1)C=O